The molecule is the conjugate base of magnesium protoporphyrin, formed by deprotonation of the carboxyethyl groups at C-13 and C-17. It is the principal species at pH 7.3. It is a conjugate base of a magnesium protoporphyrin. CC1=C(C2=CC3=NC(=CC4=C(C(=C([N-]4)C=C5C(=C(C(=N5)C=C1[N-]2)C=C)C)C=C)C)C(=C3CCC(=O)[O-])C)CCC(=O)[O-].[Mg+2]